N1OCCC2=C1C=CC=C2 3,4-dihydrobenzo[c][1,2]-oxazin